6-methoxy-2-(4-methyl-1,4-diazepan-1-yl)-N-(1-methylpiperidin-4-yl)-7-(3-(pyrrolidin-1-yl)prop-1-yn-1-yl)quinazolin-4-amine COC=1C=C2C(=NC(=NC2=CC1C#CCN1CCCC1)N1CCN(CCC1)C)NC1CCN(CC1)C